4-[(4-[(5-(hydroxymethyl)-1H-pyrazol-3-yl)amino]-6-methoxypyrimidin-2-yl)amino]adamantan-1-ol OCC1=CC(=NN1)NC1=NC(=NC(=C1)OC)NC1C2CC3(CC(CC1C3)C2)O